[1-[2-(azetidin-1-yl)ethyl]-6-(3-chloro-1H-pyrazol-4-yl)pyrrolo[2,3-b]pyridin-3-yl]-(6-fluorochroman-3-yl)methanone N1(CCC1)CCN1C=C(C=2C1=NC(=CC2)C=2C(=NNC2)Cl)C(=O)C2COC1=CC=C(C=C1C2)F